OC1C(C=C(CC1O)CNC(=O)C=1C(=C(C(=O)O)C=C(C1)O)O)=O 3-((4,5-dihydroxy-3-oxocyclohex-1-enyl)methylaminocarbonyl)-2,5-dihydroxybenzoic acid